CN1N=CC2=CC(=CC=C12)CC(=O)O (1-methyl-1H-indazol-5-yl)acetic Acid